C(C)(C)(C)OC(=O)N(C(OC(C)(C)C)=O)C1=CC(=NC=N1)C1=NC=NC=C1NC=1C=NC(=CC1C)C(CC)=O tert-butyl N-(tert-butoxycarbonyl)-N-{5'-[(4-methyl-6-propanoylpyridin-3-yl)amino]-[4,4'-bipyrimidin]-6-yl}carbamate